6,7-dimethoxy-1,2,3,4-tetrahydroisoquinoline-1-carboxylic acid COC=1C=C2CCNC(C2=CC1OC)C(=O)O